(R)-5-(4-cyclopropyl-1H-imidazol-1-yl)-2-fluoro-4-methyl-N-(5-methyl-5,6-dihydrobenzo[f][1,2,4]triazolo[4,3-d][1,4]oxazepin-8-yl)benzamide C1(CC1)C=1N=CN(C1)C=1C(=CC(=C(C(=O)NC2=CC=CC=3C=4N([C@@H](COC32)C)C=NN4)C1)F)C